3-(1h-pyrrolo[2,3-c]pyridin-2-yl)-1h-pyrazolo[3,4-c]pyridine N1C(=CC=2C1=CN=CC2)C2=NNC1=CN=CC=C12